ClC1=C(C=C2CCN(C2=C1)C1=NC=NC2=CC=C(C=C12)C=1C=NC=C(C1)S(=O)(=O)C)F 4-(6-chloro-5-fluoro-indolin-1-yl)-6-(5-methylsulfonyl-3-pyridyl)quinazoline